CC1=CC=CC(=N1)C1=C(C=NN1)C=1N=C2C=C(C=NC2=CC1)C(=O)NC1CCNCC1 6-[5-(6-methyl-2-pyridyl)-1H-pyrazol-4-yl]-N-(4-piperidyl)-1,5-naphthyridine-3-carboxamide